6-(oxiran-2-yl)picolinonitrile O1C(C1)C1=CC=CC(=N1)C#N